ClC1=CC(=C(NC(C)C=2C=C(C=C3C(C(=C(OC23)C(C)C)C)=O)C)C=C1)C=1C=C(C2=C(C=NOB2O)C1)F 8-[1-[4-chloro-2-(8-fluoro-1-hydroxy-2,3,1-benzoxazaborinin-6-yl)anilino]ethyl]-2-isopropyl-3,6-dimethyl-chromen-4-one